ClC1=NC2=CC=CC(=C2C(=N1)OCC1=CC=C(C=C1)C=1N(C=C(N1)C(F)(F)F)C(C)C)F 2-chloro-5-fluoro-4-((4-(1-isopropyl-4-(trifluoromethyl)-1H-imidazol-2-yl)benzyl)oxy)quinazoline